C1(=CC=CC=C1)S(=O)(=O)N1C=CC2=NC=C(C=C21)OC2(CC2)CO [1-[1-(benzenesulfonyl)pyrrolo[3,2-b]pyridin-6-yl]oxycyclopropyl]methanol